4-(4-Bromophenyl)-4-oxobutanoic acid BrC1=CC=C(C=C1)C(CCC(=O)O)=O